3-{4-[trans-4-amino-3-methoxypiperidin-1-yl]-3-(3,5-difluorophenyl)quinolin-6-yl}-2-hydroxybenzonitrile N[C@H]1[C@@H](CN(CC1)C1=C(C=NC2=CC=C(C=C12)C=1C(=C(C#N)C=CC1)O)C1=CC(=CC(=C1)F)F)OC